tert-butyl (1-(2,3-difluoropropyl)-1H-pyrazol-4-yl)carbamate FC(CN1N=CC(=C1)NC(OC(C)(C)C)=O)CF